2-amino-3-[5-(3-methyl-2-oxo-1,3-benzoxazol-5-yl)-1-benzothiophen-2-yl]propanenitrile NC(C#N)CC=1SC2=C(C1)C=C(C=C2)C=2C=CC1=C(N(C(O1)=O)C)C2